3-((4-(5-chloro-2-(((2S,6S)-2,6-dimethylpiperazin-1-yl)methyl)-3-methylphenyl)pyrrolo[2,1-f][1,2,4]triazin-6-yl)methyl)-6,6-dimethyl-3-azabicyclo[3.1.0]hexane-2,4-dione dihydrochloride Cl.Cl.ClC=1C=C(C(=C(C1)C1=NC=NN2C1=CC(=C2)CN2C(C1C(C1C2=O)(C)C)=O)CN2[C@H](CNC[C@@H]2C)C)C